1-(4-{[(1S)-5-[2-(2-aminopyridin-3-yl)-5-[3-(oxan-4-yl)pyrazol-1-yl]imidazo[4,5-b]pyridin-3-yl]-2,3-dihydro-1H-inden-1-yl]amino}piperidin-1-yl)prop-2-en-1-one NC1=NC=CC=C1C1=NC=2C(=NC(=CC2)N2N=C(C=C2)C2CCOCC2)N1C=1C=C2CC[C@@H](C2=CC1)NC1CCN(CC1)C(C=C)=O